NC=1C2=C(N=C(N1)Cl)N(C=C2C2=NN(C=C2)C)[C@H]2[C@@H]([C@@H]([C@H](C2)CN)O)O (1R,2S,3R,5R)-3-[4-amino-2-chloro-5-(1-methylpyrazol-3-yl)pyrrolo[2,3-d]pyrimidin-7-yl]-5-(aminomethyl)cyclopentane-1,2-diol